(1R)-1-(1-(1-(naphthalen-2-ylsulfonyl)pyrrolidin-3-yl)-1,6-dihydroimidazo[4,5-d]pyrrolo[2,3-b]pyridin-2-yl)ethan-1-ol C1=C(C=CC2=CC=CC=C12)S(=O)(=O)N1CC(CC1)N1C(=NC=2C1=C1C(=NC2)NC=C1)[C@@H](C)O